4-iodo-2-(trifluoromethyl)aniline IC1=CC(=C(N)C=C1)C(F)(F)F